C1(CC1)S(=O)(=O)N1CC(C1)(N1N=CC(=C1)C=1C2=C(N=CN1)NC=C2)CC#N {1-(cyclopropanesulfonyl)-3-[4-(7H-pyrrolo[2,3-d]pyrimidin-4-yl)-1H-pyrazol-1-yl]azetidin-3-yl}acetonitrile